C(N)(=O)C=1N(N=C2C1NCCC2C2CCN(CC2)C(=O)OC(C)(C)C)C2=C(C=C(C=C2)OC2=CC=CC=C2)F tert-butyl 4-[3-carbamoyl-2-(2-fluoro-4-phenoxyphenyl)-4,5,6,7-tetrahydro-2H-pyrazolo[4,3-b]pyridin-7-yl]piperidine-1-carboxylate